tert-butyl (4S)-4-[3-amino-3-(6-tert-butyl-2-pyridyl)propyl]-2,2-dimethyl-pyrrolidine-1-carboxylate NC(CC[C@H]1CC(N(C1)C(=O)OC(C)(C)C)(C)C)C1=NC(=CC=C1)C(C)(C)C